ClC1=CNC=2N=CNC(C21)=O 5-chloro-3,7-dihydro-4H-pyrrolo[2,3-d]pyrimidin-4-one